O[C@@H](C(=O)O)C1=CC=C(C=C1)[N+](=O)[O-] (2R)-hydroxy(4-nitrophenyl)acetic acid